trans-tert-butyl 4-((4-((5-chloro-4-(4'-fluoro-[1,1'-biphenyl]-3-yl)pyrimidin-2-yl)amino)cyclohexyl)carbamoyl)piperidine-1-carboxylate ClC=1C(=NC(=NC1)N[C@@H]1CC[C@H](CC1)NC(=O)C1CCN(CC1)C(=O)OC(C)(C)C)C=1C=C(C=CC1)C1=CC=C(C=C1)F